C1=CC=CC=2C3=CC=CC=C3C(C12)COC(=O)NC(C(=O)O)CCC1=CC=CC=C1 ((((9H-fluoren-9-yl)methoxy)carbonyl)amino)-4-phenylbutyric acid